BrC=1C(=C(C=CC1)C1=NC(=C(C=O)C(=C1)Cl)OC)Cl 6-(3-bromo-2-chlorophenyl)-4-chloro-2-methoxynicotinaldehyde